FC=1C=CN2C(=NN=C(C21)N[C@H]2CN(CCC2)C)C2=C(C=C(C=C2)C)O (R)-2-(8-fluoro-1-((1-methylpiperidin-3-yl)amino)pyrrolo[1,2-d][1,2,4]triazin-4-yl)-5-methylphenol